2-Bromo-1-ethyl-imidazole BrC=1N(C=CN1)CC